FC(C(=O)[O-])S(=O)(=O)F fluoro-2-(fluorosulfonyl)acetate